(2S)-2-(aminooxymethyl)pyrrolidine-1-carboxylic acid tert-butyl ester C(C)(C)(C)OC(=O)N1[C@@H](CCC1)CON